NC1=CC=C(OC2=C(C=CC=C2)C(C)(C)C2=C(C=CC=C2)OC2=CC=C(C=C2)N)C=C1 bis[2-(4-aminophenoxy)phenyl]propane